BrC=1C=C(C(=NC1)N1C(CC=C1)=NC=1C(=C2C[C@H](N([C@@H](C2=CC1)C1=NC=C(C=C1F)Br)CC1(CC1)F)C)C)F 1-(5-bromo-3-fluoropyridin-2-yl)-N-((1S,3R)-1-(5-bromo-3-fluoropyridin-2-yl)-2-((1-fluorocyclopropyl)methyl)-3,5-dimethyl-1,2,3,4-tetrahydroisoquinolin-6-yl)azolimine